2-bromo-3',5'-di-tert-butyl-4-chloro-1,1'-biphenyl BrC1=C(C=CC(=C1)Cl)C1=CC(=CC(=C1)C(C)(C)C)C(C)(C)C